C(C1=CC=CC=C1)C(C(=O)O)(C)C.C(C(C)C)(=O)OCC1=CC=CC=C1 Benzyl Isobutyrate (benzyl 2-methylpropanoate)